N-((3-chloropyrazin-2-yl)methyl)-3-methoxypropionamide ClC=1C(=NC=CN1)CNC(CCOC)=O